2-tetradecanoylaminodecane-1,3-diol C(CCCCCCCCCCCCC)(=O)NC(CO)C(CCCCCCC)O